FC=1C=C(C=C(C1)F)C=1SC=C(N1)CCSCCCCCO 5-({2-[2-(3,5-difluorophenyl)-1,3-thiazol-4-yl]ethyl}thio)-1-pentanol